4-amino-2-(ethoxymethyl)-1H-imidazo[4,5-d]thiophene NS1C=CC2=C1N=C(N2)COCC